BrC1=C(C=CC2=CC(=CC=C12)OC)OC 1-bromo-2,6-dimethoxynaphthalene